ClC=1C=C(C=C(C1OC=1C=C2CCN(C(C2=CC1)=O)CC1CCOCC1)Cl)NC(=O)C1=NOC(N1)=O N-(3,5-dichloro-4-((1-oxo-2-((tetrahydro-2H-pyran-4-yl)methyl)-1,2,3,4-tetrahydroisoquinolin-6-yl)oxy)phenyl)-5-oxo-4,5-dihydro-1,2,4-oxadiazole-3-carboxamide